Tert-Butyl 7-[(1S)-4-Tert-Butoxy-1-Carbamoyl-4-Oxo-Butyl]-6-Oxo-Spiro[2,8-Dihydrofuro[2,3-e]Isoindole-3,4'-Piperidine]-1'-Carboxylate C(C)(C)(C)OC(CC[C@@H](C(N)=O)N1C(C2=CC=C3C(=C2C1)OCC31CCN(CC1)C(=O)OC(C)(C)C)=O)=O